(R)-4-(isopropylamino)-2-(5,6,7,8-tetrahydroisoquinolin-6-ylamino)pyrimidine-5-carboxamide C(C)(C)NC1=NC(=NC=C1C(=O)N)N[C@H]1CC=2C=CN=CC2CC1